ClC1=C(C#N)C=C(C(=C1)OCC=1N=NC(=CC1)Cl)C1=CC=CC=C1 2-chloro-4-[(6-chloropyridazin-3-yl)methoxy]-5-phenylbenzonitrile